Di((Z)-hept-3-en-1-yl) pentane-1,5-diyl bis(vinylphosphonate) C(=C)P(OCC\C=C/CCC)(OCCCCCOP(OCC\C=C/CCC)(=O)C=C)=O